C(C)(C)P(C(C)C)C(C)N (diisopropylphosphaneyl)ethan-1-amine